N1C(NCC1=O)=O imidazolidin-2,5-dione